tetradecyldimethyl-amine-N-oxide C(CCCCCCCCCCCCC)[N+](C)(C)[O-]